4-Cyclobutyl-N-((7-(5-(Difluoromethyl)-1,3,4-Oxadiazol-2-Yl)Imidazo[1,2-a]Pyridin-2-Yl)Methyl)-N-(3-Fluorophenyl)Piperazine-1-Sulfonamide C1(CCC1)N1CCN(CC1)S(=O)(=O)N(C1=CC(=CC=C1)F)CC=1N=C2N(C=CC(=C2)C=2OC(=NN2)C(F)F)C1